4-(((tert-butyldiphenylsilyl)oxy)methyl)aniline [Si](C1=CC=CC=C1)(C1=CC=CC=C1)(C(C)(C)C)OCC1=CC=C(N)C=C1